(e)-3-phenyl-propenenitrile C1(=CC=CC=C1)/C=C/C#N